FC(C1=CC=C(C=C1)N1N=C(C2=NC=CC=C21)CNC(OC(C)(C)C)=O)(F)F tert-butyl ((1-(4-(trifluoromethyl)phenyl)-1H-pyrazolo[4,3-b]pyridin-3-yl)methyl)carbamate